N1=NC(=CC2=C1C1=C(CCC2)C=CC=C1)N1N=C(N=C1N)NC=1C=CC2=C(CC[C@H](CC2)N(CCC)CCC)C1 1-(6,7-dihydro-5H-benzo[6,7]cyclohepta[1,2-c]pyridazin-3-yl)-N3-((7S)-7-(dipropylamino)-6,7,8,9-tetrahydro-5H-benzo[7]annulene-2-yl)-1H-1,2,4-triazole-3,5-diamine